C(C1=CC=CC=C1)OC(=O)NCC1CCC(CC1)C(N[C@H](C(NCCCC[C@H](NC(N[C@@H](CCC(=O)OC(C)(C)C)C(=O)OC(C)(C)C)=O)C(=O)OC(C)(C)C)=O)CC=1N=CC2=CC=CC=C2C1)=O tri-tert-butyl (3S,10S,14S)-1-[(1r,4S)-4-({[(benzyloxy)carbonyl]amino}methyl)cyclohexyl]-3-[(isoquinolin-3-yl)methyl]-1,4,12-trioxo-2,5,11,13-tetraazahexadecane-10,14,16-tricarboxylate